ClC=1C=C2C(=NC(C(C2=NC1Cl)C=1C(=NC=CC1C)C(C)C)=O)O 6,7-dichloro-4-hydroxy-1-(2-isopropyl-4-methylpyridin-3-yl)-3,8-naphthyridin-2(1H)-one